ClCC/C(=C(\C1=CC=CC=C1)/C1=CC=C(OCCN(C(CCCCCNC2=C3C(N(C(C3=CC=C2)=O)C2C(NC(CC2)=O)=O)=O)=O)C)C=C1)/C1=CC=CC=C1 (Z)-N-(2-(4-(4-chloro-1,2-diphenyl-but-1-en-1-yl)phenoxy)ethyl)-6-((2-(2,6-dioxopiperidin-3-yl)-1,3-dioxoisoindolin-4-yl)amino)-N-methylhexanamide